ClC1=C(C(=CC(=N1)C=1C=NN(C1)C1CCN(CC1)C(=O)OC(C)(C)C)C(F)(F)F)C#N tert-Butyl 4-[4-[6-chloro-5-cyano-4-(trifluoromethyl)-2-pyridyl]pyrazol-1-yl]piperidine-1-carboxylate